CC1=CC=C(C=C1)S(=O)(=O)OC=1C=CC2=C([Se]NS2(=O)C2=CC=C(C=C2)OS(=O)(=O)C2=CC=C(C)C=C2)C1 5-p-toluenesulfonyloxy-1-(4-p-toluenesulfonyloxyphenyl)benzo[d][1,3,2]thiaselenazol-1-one